(2R,3R)-diethyl-tartaric acid C(C)C(C(C(=O)O)(O)CC)(O)C(=O)O